CC(C)(C)C=1C=CC=2N(C3=CC=C(C=C3C2C1)C(C)(C)C)C=1C(=C(C(=CC1N1C2=CC=C(C=C2C=2C=C(C=CC12)C(C)(C)C)C(C)(C)C)N1C2=CC=C(C=C2C=2C=C(C=CC12)C(C)(C)C)C(C)(C)C)C#N)C1=CC=NC=C1 3,4,6-tris[3,6-bis(2-methylpropan-2-yl)carbazol-9-yl]-2-(pyridin-4-yl)benzene-1-carbonitrile